CN1C(OC2=C1C=C(C=C2)NC=2N=CC1=C(N2)CCN(C1)CC=1C(=C2COC(C2=CC1)=O)C)=O 3-methyl-5-((6-((4-methyl-1-oxo-1,3-dihydroisobenzofuran-5-yl)methyl)-5,6,7,8-tetrahydropyrido[4,3-d]pyrimidin-2-yl)amino)benzo[d]oxazol-2(3H)-one